N-[(3-hydroxy-4-methoxy-2-pyridinyl)carbonyl]-L-alanine 1-(4-cyclopropylphenyl)ethyl ester C1(CC1)C1=CC=C(C=C1)C(C)OC([C@@H](NC(=O)C1=NC=CC(=C1O)OC)C)=O